tetraisopropoxyzirconium(IV) C(C)(C)O[Zr](OC(C)C)(OC(C)C)OC(C)C